N-(3-Cyano-4-methyl-1H-indol-7-yl)-1-(cyclobutylmethyl)pyrazol-4-sulfonamid C(#N)C1=CNC2=C(C=CC(=C12)C)NS(=O)(=O)C=1C=NN(C1)CC1CCC1